C1=NC=C(C2=CC=CC=C12)C1=NC=CC(=N1)N 2-(isoquinolin-4-yl)pyrimidin-4-amine